The molecule is estran-3-one with a double bond between positions 5 and 10, and bearing both an ethynyl group and a hydroxy group at position 17 (R-configuration). A synthetic steroid hormone drug which acts as an agonist at all five type I steroid hormone receptors, it is used in the prevention of postmenopausal osteoporosis and for treatment of endometriosis. It has a role as a hormone agonist and a bone density conservation agent. It is a 17beta-hydroxy steroid and a terminal acetylenic compound. C[C@@H]1CC2=C(CCC(=O)C2)[C@@H]3[C@@H]1[C@@H]4CC[C@]([C@]4(CC3)C)(C#C)O